4-((4-aminobut-2-en-1-yl)amino)-2-methyl-5-nitrobenzofuran-7-carboxamide hydrochloride Cl.NCC=CCNC1=C(C=C(C2=C1C=C(O2)C)C(=O)N)[N+](=O)[O-]